F[C@@]1(C[C@H](N(C1)C(CNC(CCCOC1=CC=C(C=C1)F)=O)=O)C(=O)OCC1=CC=CC=C1)CF benzyl (2S,4R)-4-fluoro-4-(fluoromethyl)-1-{2-[4-(4-fluorophenoxy)butanamido]-acetyl}pyrrolidine-2-carboxylate